N-(2,3,5-trifluorobenzyl)butanamide FC1=C(CNC(CCC)=O)C=C(C=C1F)F